N-(2-pentyloxyethyl)methylamine C(CCCC)OCCNC